3-[3-(trifluoromethyl)phenyl]pyrrolidine FC(C=1C=C(C=CC1)C1CNCC1)(F)F